C(C)(C)C=1OC(=CN1)NC(=O)C1=CC=2NC3=C(C=CC=C3C2CC=C1)N(C)C N-(2-isopropyloxazol-5-yl)-4-(dimethyl)amino-10H-cyclohepta[7,6-b]indole-7-carboxamide